2-amino-6-((2-hydroxyphenyl)amino)-N-(1,2,3,4-tetrahydronaphthalen-2-yl)isonicotinamide tert-butyl-6-([1,1'-biphenyl]-3-ylmethyl)-7-amino-5-azaspiro[2.4]heptane-5-carboxylate C(C)(C)(C)OC(=O)N1CC2(CC2)C(C1CC=1C=C(C=CC1)C1=CC=CC=C1)N.NC=1C=C(C(=O)NC2CC3=CC=CC=C3CC2)C=C(N1)NC1=C(C=CC=C1)O